FC(C=1C(=C(C=CC1)[C@@H](C)NC(=O)C1=CN(C(C=C1NC1[C@@H]2CN(C[C@H]12)C)=O)[C@H]1CC12CC2)F)F N-((R)-1-(3-(difluoromethyl)-2-fluorophenyl)ethyl)-4-(((1R,5S,6s)-3-methyl-3-azabicyclo[3.1.0]hexan-6-yl)amino)-6-oxo-1-((S)-spiro[2.2]pentan-1-yl)-1,6-dihydropyridine-3-carboxamide